C(C)(C)C=1N(N=C2C=CC(=CC12)B1OC(C(O1)(C)C)(C)C)C 3-isopropyl-2-methyl-5-(4,4,5,5-tetramethyl-1,3,2-dioxaborolan-2-yl)indazole